(4-(4-chlorophenyl)-6-(4-(vinylsulfonyl)piperazin-1-yl)pyrimidin-2-yl)isothiazole ClC1=CC=C(C=C1)C1=NC(=NC(=C1)N1CCN(CC1)S(=O)(=O)C=C)C1=NSC=C1